2-Methyl-thiazolidine-2,4-dicarboxylic acid CC1(SCC(N1)C(=O)O)C(=O)O